ClC=1C(=NOC1C(C(=O)O)C(C)C)OCC(OCC)OCC 2-[4-chloro-3-(2,2-diethoxyethoxy)isoxazol-5-yl]-3-methyl-butyric acid